[SiH3]O mono-silanol